[B]=O boron oxid